(3,4-dihydroxyphenyl)-2-((1-(4-morpholinophenyl)-1H-tetrazol-5-yl)thio)ethan-1-one OC=1C=C(C=CC1O)C(CSC1=NN=NN1C1=CC=C(C=C1)N1CCOCC1)=O